C(C(C)(C)C)(=O)OC(C(CC(=O)OC(C(C)(C)C)=O)CCC(C)C)=O isopentyl-succinic acid dipivalyl ester